CC=1N=C(N(N1)C1=CC=NC=C1)C1=CC=C(OCC2=NC3=CC=CC=C3C=C2)C=C1 2-[4-(5-methyl-2-pyridin-4-yl-2H-[1,2,4]triazol-3-yl)-phenoxymethyl]-quinoline